(3-chloro-2,4-dimethyl-5,7-dihydropyrrolo[3,4-b]pyridin-6-yl)-[(3R)-1-(3-pyridyl)pyrrolidin-3-yl]methanone ClC=1C(=C2C(=NC1C)CN(C2)C(=O)[C@H]2CN(CC2)C=2C=NC=CC2)C